C(CCC)N(CCO)CCCC.P(=O)(OCC(CCCCC)CCC)(O)O 2-propyl-1-heptyl phosphate dibutylethanolamine salt